4-(But-3-yn-1-yl)morpholine C(CC#C)N1CCOCC1